Methyl 3-(2-chloro-5-cyano-3-{[8-cyano-4-(ethylamino)pyrazolo[1,5-a][1,3,5]triazin-2-yl]amino}phenyl)-3,6-diazabicyclo[3.1.1]heptane-6-carboxylate ClC1=C(C=C(C=C1NC1=NC=2N(C(=N1)NCC)N=CC2C#N)C#N)N2CC1N(C(C2)C1)C(=O)OC